C(C)(C)(C)OC(N(CC#C)C1=NC(=CC=C1[N+](=O)[O-])OC)=O (6-methoxy-3-nitropyridin-2-yl)(prop-2-yn-1-yl)-carbamic acid tert-butyl ester